1,6-hexanediol-bis-[3-(3,5-di-tert-butyl-4-hydroxyphenyl) propionate] C(C)(C)(C)C=1C=C(C=C(C1O)C(C)(C)C)CCC(=O)OCCCCCCOC(CCC1=CC(=C(C(=C1)C(C)(C)C)O)C(C)(C)C)=O